(2S)-[(4-cyclohexylpiperazinyl)carbonylethyl]-2-[3(S)-(4(S)-phenyloxazolidin-2-one-3-yl)-4(R)-(2-phenylethan-1-yl)azetidin-2-one-1-yl]acetic acid C1(CCCCC1)N1CCN(CC1)C(=O)CC[C@@H](C(=O)O)N1C([C@H]([C@H]1CCC1=CC=CC=C1)N1C(OC[C@@H]1C1=CC=CC=C1)=O)=O